methyl 1-(4-(azetidin-3-yl)-2-chloro-6-methylbenzyl)piperidine-4-carboxylate N1CC(C1)C1=CC(=C(CN2CCC(CC2)C(=O)OC)C(=C1)C)Cl